ClC=1C=C(C=CC1OC(F)F)NC=1C2=C(N=CN1)C=CC(=N2)N2C1CN(C(C2)CC1)C(=O)OC(C)(C)C tert-Butyl 5-(4-((3-chloro-4-(difluoromethoxy)phenyl)amino)pyrido[3,2-d]pyrimidin-6-yl)-2,5-diazabicyclo[2.2.2]octane-2-carboxylate